CC1(C(=O)[O-])C(C(=O)[O-])(C=C(C=C1)OCCN1C(C(=CC2=CC(=CC=C12)[N+](=O)[O-])O)=O)C 1,2-dimethyl-4-[2-(3-hydroxy-6-nitro-2-oxoquinolin-1-yl)ethoxy]phthalate